C(C)C(C(CC(=O)[O-])=O)C(C)=O.C(C)C(C(CC(=O)[O-])=O)C(C)=O.[Al+2] aluminum bis(ethyl acetylacetoacetate)